4-(cyclohexylamino)-2-((4-(2-oxopyrrolidin-1-yl)phenyl)amino)-7H-pyrrolo[2,3-d]pyrimidine-5-carbonitrile C1(CCCCC1)NC=1C2=C(N=C(N1)NC1=CC=C(C=C1)N1C(CCC1)=O)NC=C2C#N